(6S,7R)-6,7-Dimethyl-4-((R)-3-(methylamino)pyrrolidin-1-yl)-7,8-dihydro-6H-pyrimido[5,4-b][1,4]oxazin-2-amine dihydrochloride salt Cl.Cl.C[C@H]1[C@H](NC2=C(O1)C(=NC(=N2)N)N2C[C@@H](CC2)NC)C